3-({3-[(2S)-2-(4-chlorophenyl)-2-hydroxyethyl]-1,2,4-oxadiazol-5-yl}methyl)-1-(2H3)methyl-5-methyl-1,2,3,4-tetrahydropyrimidine-2,4-dione ClC1=CC=C(C=C1)[C@H](CC1=NOC(=N1)CN1C(N(C=C(C1=O)C)C([2H])([2H])[2H])=O)O